OC=1C=C(C=CC1C=1N=NC(=CC1)N1CC2CN(CC2C1)C)C1=CC(N(C=C1)C)=O 4-(3-hydroxy-4-(6-(5-methylhexahydropyrrolo[3,4-c]pyrrol-2(1H)-yl)pyridazin-3-yl)phenyl)-1-methylpyridin-2(1H)-one